3-methylbutanoic acid methyl ester COC(CC(C)C)=O